O[C@@H]1C[C@H](C1)C(=O)OC(C)(C)C tert-butyl trans-(1r,3r)-3-hydroxycyclobutane-1-carboxylate